4-isopropyl-5-(8-methyl-[1,2,4]triazolo[1,5-a]pyridin-6-yl)-N-((1r,4r)-4-(((tetrahydrofuran-3-yl)methyl)amino)cyclohexyl)-1H-pyrazole-3-carboxamide C(C)(C)C=1C(=NNC1C=1C=C(C=2N(C1)N=CN2)C)C(=O)NC2CCC(CC2)NCC2COCC2